(2S)-2-fluoropropan-1-amine hydrochloride Cl.F[C@H](CN)C